CC=1OC2=C(C1C(=O)N)C=CC=C2 2-methyl-1-benzofuran-3-carboxamide